OC1C(CC(O1)=O)(C(F)(F)F)C 5-hydroxy-4-methyl-4-(trifluoromethyl)dihydrofuran-2(3H)-one